N-tetradecyl-2,3-dihydroxypyridin-4-one C(CCCCCCCCCCCCC)N1C(=C(C(C=C1)=O)O)O